CC1=CC=C(C=C1)S(=O)(=O)OCCOCCOCCOCCOCCN(C)C(=O)OC(C)(C)C 2-[2-[2-[2-[2-[tert-butoxycarbonyl(methyl) amino]ethoxy]ethoxy] ethoxy]ethoxy]ethyl 4-methylbenzenesulfonate